C(=O)(OC(C)(C)C)[C@@]1(N(C[C@@H](C1)N)C(=O)OCC1=CC=CC=C1)C(=O)O (2S,4R)-Boc-4-amino-Cbzproline